[N+](=O)([O-])CCCCCC=O 6-nitrohexanal